C(C(O)CO)OC(CCCCCCCCCCCCCCCCC)=O.C(CCCCCCCCCCCCCCCCC)(=O)O.N(CCO)(CCO)CCO triethanolamine stearate glyceryl-stearate